C(C)(C)(C)C1=NSC(=N1)OC1=C(C=CC=C1)/C(/C(=O)OC)=C\OC methyl (E)-2-[2-[(3-tert-butyl-1,2,4-thiadiazol-5-yl)oxy]phenyl]-3-methoxy-prop-2-enoate